CC1(C(C1)C(=O)N1CC2(C1)CNCC2C(=O)OCC)C ethyl 2-(2,2-dimethylcyclopropane-1-carbonyl)-2,6-diazaspiro[3.4]octane-8-carboxylate